O=C1[C@@]2(C[C@@H]2CO1)C(=O)OCC ethyl (1R,5S)-2-oxo-3-oxabicyclo[3.1.0]hexane-1-carboxylate